(S)-N-(4-fluorophenyl)pyrrolidine-2-carboxamide FC1=CC=C(C=C1)NC(=O)[C@H]1NCCC1